ClC=1C=C(C(=NC1)CC)N[C@@H](C)C1=CC=C(S1)C(=O)N[C@H](C(=O)NC1CC1)CC1CCCC1 (2S)-2-({5-[(1S)-1-[(5-chloro-2-ethylpyridin-3-yl)amino]ethyl]thiophen-2-yl}formamido)-3-cyclopentyl-N-cyclopropylpropanamide